2-(4-chlorophenyl)-4-(thiophene-2-carbonyl)-2,4-dihydro-3H-1,2,4-triazole ClC1=CC=C(C=C1)N1N=CN(C1)C(=O)C=1SC=CC1